N-((3-(4-amino-1-(2,2,2-trifluoroethyl)-1H-indol-2-yl)-1,2,4-oxadiazol-5-yl)methyl)cyclopropanecarboxamide NC1=C2C=C(N(C2=CC=C1)CC(F)(F)F)C1=NOC(=N1)CNC(=O)C1CC1